N-(4-diethylaminobutyl)acrylamide C(C)N(CCCCNC(C=C)=O)CC